4-methoxy-3-(2-(pyrrolidin-1-yl)ethyl)-1H-indol COC1=C2C(=CNC2=CC=C1)CCN1CCCC1